CN1N=CC(=C1C(F)(F)F)C=C1CC2(CN(C2)C(=O)OC(C)(C)C)C1 tert-butyl 6-[[1-methyl-5-(trifluoromethyl) pyrazol-4-yl] methylene]-2-azaspiro[3.3]heptane-2-carboxylate